C=1(C(=CC=CC1)C=O)C1=CC=CC=C1 biphenylaldehyde